5-(5-(1H-indol-5-yl)-1,3,4-oxadiazol-2-yl)-2-(isopropylamino)benzonitrile N1C=CC2=CC(=CC=C12)C1=NN=C(O1)C=1C=CC(=C(C#N)C1)NC(C)C